N=1NCN2C1CCC2C(=O)[O-] 2,5,6,7-tetrahydro-3H-pyrrolo[2,1-c][1,2,4]triazole-5-carboxylate